(1s,4s)-4-(7-cyano-4-methyl-1-oxoisoindolin-2-yl)-N-(3-methoxy-4-methylphenyl)cyclohexanecarboxamide C(#N)C=1C=CC(=C2CN(C(C12)=O)C1CCC(CC1)C(=O)NC1=CC(=C(C=C1)C)OC)C